C(C)(C)(C)P(C(C)(C)C)C(C)(C)C tri-(tert-butyl)-phosphine